C[C@@H]1CN(C[C@H]2N1CC[C@H](C2)NC2=CC=C(C=C2)C[C@@H]2CNCCO2)C2=C1C=CC=NC1=C(C=C2)C#N 5-[(4R,8R,9aS)-4-methyl-8-[4-[[(2R)-morpholin-2-yl]methyl]anilino]-1,3,4,6,7,8,9,9a-octahydropyrido[1,2-a]pyrazin-2-yl]quinoline-8-carbonitrile